C(CCCC)(=O)NC=1C(=C2C(=NC1)C=CS2)NCC2CCN(CC2)C(=O)OCC2=CC=CC=C2 Benzyl 4-(((6-pentanamidothieno[3,2-b]pyridin-7-yl)amino)methyl)piperidine-1-carboxylate